C(C)(C)(C)OC(=O)N1CC=2N([C@@H](C1)C)N=C(C2)C#N (R)-2-cyano-7-methyl-6,7-dihydropyrazolo[1,5-a]pyrazine-5(4H)-carboxylic acid tert-butyl ester